NC1(C(C1)(F)F)C 1-amino-2,2-difluoro-1-methylcyclopropane